ClC1=CC(=C(C=C1)N1CC(N(C2(CC(C2)O)C1=O)CC1=CC=C(C=C1)F)=O)F 8-(4-chloro-2-fluorophenyl)-5-(4-fluorobenzyl)-2-hydroxy-5,8-diazaspiro[3.5]nonane-6,9-dione